3-(quinolin-7-yl)bicyclo[1.1.1]pentane-1-carboxylic acid N1=CC=CC2=CC=C(C=C12)C12CC(C1)(C2)C(=O)O